C(C=C)(=O)OCCN(CC)CC 2-(diethylamino)ethyl acrylate